(benzyloxy)-2,3-dichloropyridine C(C1=CC=CC=C1)OC1=C(C(=NC=C1)Cl)Cl